benzo[h][1,6]naphthyridin-5-amine N1=CC=CC=2C(=NC3=C(C12)C=CC=C3)N